((2R,3S,4R,5R)-5-(4-aminopyrrolo[2,1-f][1,2,4]triazin-7-yl)-5-cyano-3,4-dihydroxytetrahydrofuran-2-yl)methyl cyclopentyl carbonate C(OC[C@H]1O[C@@]([C@@H]([C@@H]1O)O)(C#N)C1=CC=C2C(=NC=NN21)N)(OC2CCCC2)=O